(2S,4S)-5-chloro-6-fluoro-2-phenyl-2-((S)-pyrrolidin-2-yl)-2,3-dihydro-benzofuran ClC=1C(=CC2=C(C[C@@](O2)([C@H]2NCCC2)C2=CC=CC=C2)C1)F